4-(neopentyloxy)pyrimidin-2-amine C(C(C)(C)C)OC1=NC(=NC=C1)N